4-hydroxytryptamine phosphate P(=O)(O)(O)O.OC=1C=CC=C2NC=C(CCN)C12